5-[3-(2-Chloro-benzyloxy)-phenyl]-1H-benzoimidazol ClC1=C(COC=2C=C(C=CC2)C2=CC3=C(NC=N3)C=C2)C=CC=C1